N-[4-(3-cyanophenyl)-5-(4-methylquinazolin-6-yl)thiazol-2-yl]-4-piperazin-1-yl-piperidine-1-carboxamide C(#N)C=1C=C(C=CC1)C=1N=C(SC1C=1C=C2C(=NC=NC2=CC1)C)NC(=O)N1CCC(CC1)N1CCNCC1